(S)-N-(2,6-dioxopiperidin-3-yl)-6-methyl-5-(4-oxopiperidin-1-yl)picolinamide O=C1NC(CC[C@@H]1NC(C1=NC(=C(C=C1)N1CCC(CC1)=O)C)=O)=O